6-(2-(tert-butoxy)-2-oxoethoxy)-3,4-dihydroisoquinoline-2(1H)-carboxylic acid benzyl ester C(C1=CC=CC=C1)OC(=O)N1CC2=CC=C(C=C2CC1)OCC(=O)OC(C)(C)C